CC(C(=O)O)C(CCCCCC)C 2,3-dimethylnonanoic acid